COC(C1=C(C=CC(=C1)[N+](=O)[O-])C=1C=NNC1)=O 5-Nitro-2-(1H-pyrazol-4-yl)benzoic acid methyl ester